N1=NNC2=NC(=CC=C21)C=2C=C(C(=O)NC1=CC(=C(C=C1)COCC1=C(C=CC=C1)OC)F)C=CC2 3-(3H-[1,2,3]triazolo[4,5-b]pyridin-5-yl)-N-(3-fluoro-4-(((2-methoxybenzyl)oxy)methyl)phenyl)benzamide